ClC1=CN=C(S1)NC(=O)C=1C(=CC(=CC1)NCCCC)C1=CC=CC=C1 N-(5-chlorothiazol-2-yl)-5-(butylamino)-[1,1'-biphenyl]-2-carboxamide